potassium N,N-bis(pentafluoroethanesulfonyl)amide FC(C(F)(F)F)(S(=O)(=O)[N-]S(=O)(=O)C(C(F)(F)F)(F)F)F.[K+]